1-tert-Butyl-3-(3-chloro-1H-indol-2-yl)pyrazolo[3,4-d]pyrimidin-4-amine C(C)(C)(C)N1N=C(C=2C1=NC=NC2N)C=2NC1=CC=CC=C1C2Cl